BrC=1C=C2C(=NC1)C(C(N2C2CC(C2)=O)=O)(C)C 6-bromo-3,3-dimethyl-1-(3-oxocyclobutyl)-1,3-dihydro-2H-pyrrolo[3,2-b]pyridin-2-one